N1=C(C=CC=2CNCCC12)C(=O)O 5,6,7,8-tetrahydro-1,6-naphthyridine-2-carboxylic acid